octadecane-5,10-diol CCCCC(CCCCC(CCCCCCCC)O)O